((thieno[2,3-b]pyridin-4-ylmethyl)oxy)benzoic acid methyl ester COC(C1=C(C=CC=C1)OCC1=C2C(=NC=C1)SC=C2)=O